tert-butyl 4-(2-benzyloxyethoxy)piperidine-1-carboxylate C(C1=CC=CC=C1)OCCOC1CCN(CC1)C(=O)OC(C)(C)C